C(C)OC(C(OCC)O)O diethoxyethylene glycol